BrC1=CC2=C(C3=CC(=CC=C3N=C2C=C1)Cl)NCCNC N1-(2-Bromo-7-chloroacridin-9-yl)-N2-methylethane-1,2-diamine